methyl 2-pyrrolidin-3-yl-1,2,4-triazole-3-carboxylate N1CC(CC1)N1N=CN=C1C(=O)OC